C(C)(C)(C)OC(=O)N1CC=2N=C(N=C(C2CC1)OC1=C(C=CC=C1)C(F)(F)F)Cl 2-Chloro-4-[2-(trifluoromethyl)phenoxy]-5H,6H,7H,8H-pyrido[3,4-d]pyrimidine-7-carboxylic acid tert-butyl ester